C(C1=CC=CC=C1)N1CCC2(CC1)C(NC=1N=NC(=CC12)C1=C(C=CC=C1)O)=O 1'-benzyl-3-(2-hydroxyphenyl)spiro[7H-pyrrolo[2,3-c]pyridazine-5,4'-piperidine]-6-one